6-(((1-methyl-1H-indol-4-yl)methoxy)pyridin-2-yl)piperidin CN1C=CC2=C(C=CC=C12)COC=1C(=NC=CC1)C1CCCCN1